tert-butyl (S)-4-methoxy-2-((2-methylenetetrahydro-1H-pyrrolizin-7a(5H)-yl)methoxy)-5,8-dihydropyrido[3,4-d]pyrimidine-7(6H)-carboxylate COC=1C2=C(N=C(N1)OC[C@]13CCCN3CC(C1)=C)CN(CC2)C(=O)OC(C)(C)C